CC1(O[C@H]2[C@@H](O1)[C@@H](C[C@@H]2OC2=C(C=C(C=C2)F)CN(C)C)N2C=CC1=C2N=CN=C1C)C 1-(2-(((3aR,4S,6R,6aS)-2,2-dimethyl-6-(4-methyl-7H-pyrrolo[2,3-d]pyrimidin-7-yl)tetrahydro-4H-cyclopenta[d][1,3]dioxol-4-yl)oxy)-5-fluorophenyl)-N,N-dimethylmethylamine